C(C)N(CC(O)C1=CNC2=C1C(=NC=C2)OC)CC 2-(diethylamino)-1-(4-methoxy-1H-pyrrolo[3,2-c]pyridin-3-yl)ethan-1-ol